NCC#CC(=O)N1CC=2N=C(N=C(C2C1)N1CCOCC1)N/N=C/C1=CC(=CC=C1)C 4-Amino-1-[2-{(2E)-2-[(3-methylphenyl)methylidene]hydrazinyl}-4-(morpholin-4-yl)-5,7-dihydro-6H-pyrrolo[3,4-d]pyrimidin-6-yl]but-2-yn-1-one